5-(2,5-diketo-tetrahydrofuryl)-3-methyl-3-cyclohexene-1,2-dicarboxylic anhydride O=C1OC(CC1C1C=C(C2C(C1)C(=O)OC2=O)C)=O